tris(4-tert-butyl-6-phenylpyrimidinyl)iridium (III) C(C)(C)(C)C1=NC(=NC(=C1)C1=CC=CC=C1)[Ir](C1=NC(=CC(=N1)C(C)(C)C)C1=CC=CC=C1)C1=NC(=CC(=N1)C(C)(C)C)C1=CC=CC=C1